(6S,16R)-9-fluoro-16-methyl-3-oxa-2,17,21,25-tetraazapentacyclo[16.6.2.02,6.07,12.022,26]hexacosane FC1CC2[C@@H]3CCON3C3CCC4NCCC(N[C@@H](CCCC2CC1)C)C4N3